[(2-methoxy-4-nitrophenyl)azo]-N-(2-methoxyphenyl)-3-oxobutyramide COC1=C(C=CC(=C1)[N+](=O)[O-])N=NC(C(=O)NC1=C(C=CC=C1)OC)C(C)=O